O(C1=CC=CC=C1)C1=C(NC2C(CN)O2)C=CC=C1 2-phenoxyanilineglycidyl-amine